((2S,3R,6R)-2,6-Dimethyl-3-(((5-(trifluoromethyl)pyridin-2-yl)amino)methyl)morpholino)(4-(5-fluoropyridin-2-yl)-1,5-dimethyl-1H-pyrazol-3-yl)methanone C[C@@H]1O[C@@H](CN([C@@H]1CNC1=NC=C(C=C1)C(F)(F)F)C(=O)C1=NN(C(=C1C1=NC=C(C=C1)F)C)C)C